OC(CNCCCCCCC(C(=O)[O-])(C(=O)[O-])C)CO 2-(6-((2,3-dihydroxypropyl)amino)hexyl)-2-methylmalonate